C[C@@H]1CCN2C(O1)=C(C(=N2)C2CCN(CC2)S(=O)(=O)C)C(=O)N[C@@H]2C(NC1=C(C(=N2)C2=CC=CC=C2)C=CC=C1)=O (5R)-5-Methyl-2-(1-methylsulfonylpiperidin-4-yl)-N-[(3S)-2-oxo-5-phenyl-1,3-dihydro-1,4-benzodiazepin-3-yl]-6,7-dihydro-5H-pyrazolo[5,1-b][1,3]oxazine-3-carboxamide